N-(4-(2-(4-cyanophenyl)propyl)-6-(((R)-1-hydroxy-4-methylpent-2-yl)amino)-1,3,5-triazin-2-yl)methanesulfonamide C(#N)C1=CC=C(C=C1)C(CC1=NC(=NC(=N1)N[C@@H](CO)CC(C)C)NS(=O)(=O)C)C